ClC=1C=C(C=CC1)SC=1N=NC=CC1C(=N)NO 3-[(3-Chlorophenyl)sulfanyl]-N-hydroxypyridazine-4-carboxamidine